6-[(2S)-2-aminobutyl]-2-chloro-N-[(furan-2-yl)methyl]thieno[3,2-d]pyrimidin-4-amine dihydrochloride Cl.Cl.N[C@H](CC1=CC=2N=C(N=C(C2S1)NCC=1OC=CC1)Cl)CC